C1(CCCC1)C[C@H](N)C(=O)O beta-cyclopentyl-L-alanine